L-citrulline ethylester C(C)OC([C@@H](N)CCCNC(=O)N)=O